ClC=1C(=C2C3=C4C(=C(C(=C3NC2=C(C1)[2H])[2H])[2H])SC1=C4C=C(C=C1[2H])[2H])[2H] 11-Chloro-8H-benzo[4,5]thieno[2,3-c]carbazole-2,4,6,7,9,12-d6